N1(CCCC1)CCNC(=O)OC(CCC(=O)OCC1=CC=CC=C1)CCCCCC benzyl 4-(2-pyrrolidin-1-ylethylcarbamoyloxy)decanoate